C(C1=CC=CC=C1)C1=CC(=C(S1)NC(C1=CC(=C(C=C1)OC)COC1=CC=C(C=C1)Cl)=O)C(=O)N 5-benzyl-2-{3-[(4-chlorophenoxy)methyl]-4-methoxybenzamido}thiophene-3-carboxamide